3-[[(1R)-1-methyl-2-oxo-2-[4-[5-(trifluoromethyl)pyrimidin-2-yl]piperazin-1-yl]ethyl]amino]-5-(trifluoromethyl)-1H-pyridazin-6-one C[C@H](C(N1CCN(CC1)C1=NC=C(C=N1)C(F)(F)F)=O)NC1=NNC(C(=C1)C(F)(F)F)=O